FC(I)F Difluoroiodo-methane